6-chloro-N-[5-(2,3-difluoropropyl)-4,6-dimethoxy-pyrimidin-2-yl]-1H-pyrrolo[2,3-b]pyridine-3-sulfonic acid amide ClC1=CC=C2C(=N1)NC=C2S(=O)(=O)NC2=NC(=C(C(=N2)OC)CC(CF)F)OC